ClC/C=C/B1OC(C(O1)(C)C)(C)C (E)-2-(3-chloroprop-1-en-1-yl)-4,4,5,5-tetramethyl-1,3,2-dioxaborolane